4,5-diphenyl-2,3-dihydro-1H-pyrazolo[3,4-c]pyridazin-3-one C1(=CC=CC=C1)C1=C2C(=NN=C1C1=CC=CC=C1)NNC2=O